C1=CC=CC2=NC3=CC=CC=C3C(=C12)CCCC=1C2=CC=CC=C2N=C2C=CC=CC12 1,3-bis-(9-acridinyl)propane